ClC1(SC=CC1P(=O)(C)C)C(=O)[O-].[K+] Potassium 2-Chloro-3-(dimethylphosphoryl)thiophenate